N-[(3R,4S)-4-[4-(2-fluoro-6-hydroxy-3-methoxybenzoyl)benzamido]pyrrolidin-3-yl]pyridine-4-carboxamide FC1=C(C(=O)C2=CC=C(C(=O)N[C@@H]3[C@@H](CNC3)NC(=O)C3=CC=NC=C3)C=C2)C(=CC=C1OC)O